silver palmitoate C(CCCCCCCCCCCCCCC)(=O)[O-].[Ag+]